2-methylcyclobutane-1,1-diol CC1C(CC1)(O)O